[7-[5-fluoro-6-(1,3,4-oxadiazol-2-yl)-3-pyridyl]pyrazolo[1,5-a]pyridin-3-yl]-(1-piperidyl)methanone FC=1C=C(C=NC1C=1OC=NN1)C1=CC=CC=2N1N=CC2C(=O)N2CCCCC2